tert-butyl 6-chloro-3-(3-((3-methoxynaphthalen-1-yl)oxy)propyl)-7-(1,3,5-trimethyl-1H-pyrazol-4-yl)-1H-indole-2-carboxylate ClC1=CC=C2C(=C(NC2=C1C=1C(=NN(C1C)C)C)C(=O)OC(C)(C)C)CCCOC1=CC(=CC2=CC=CC=C12)OC